2,4,6-trichloropyrimidine-carbaldehyde ClC1(NC(=CC(=N1)Cl)Cl)C=O